N,N'-dinitroso-N,N'-DIMETHYL-TEREPHTHALAMIDE N(=O)N(C(C1=CC=C(C(=O)N(C)N=O)C=C1)=O)C